OC1CN(CCC1)CC1=CC=C(C=C1)C=1C=C2C(=NC1)N(C=C2C=2C=C1CCN(CC1=CC2)C(=O)OC(C)(C)C)S(=O)(=O)C2=CC=C(C)C=C2 tert-butyl 6-(5-(4-((3-hydroxypiperidin-1-yl)methyl)phenyl)-1-tosyl-1H-pyrrolo[2,3-b]pyridin-3-yl)-3,4-dihydroisoquinoline-2(1H)-carboxylate